tert-Butyl (S)-(9-bromo-5-methyl-4-oxo-2,3,4,5-tetrahydropyrido[3,2-b][1,4]oxazepin-3-yl)carbamate BrC1=CC=NC2=C1OC[C@@H](C(N2C)=O)NC(OC(C)(C)C)=O